(1-hydroxyethylidene)diphosphonic acid potassium salt [K+].OC(C)(P([O-])([O-])=O)P([O-])([O-])=O.[K+].[K+].[K+]